6-cyclopropyl-N-[(3R,4S)-3-(2-fluoro-2-methyl-propoxy)chroman-4-yl]-7-(2-trimethylsilylethoxymethyl)pyrrolo[2,3-d]pyrimidin-4-amine C1(CC1)C1=CC2=C(N=CN=C2N[C@@H]2[C@H](COC3=CC=CC=C23)OCC(C)(C)F)N1COCC[Si](C)(C)C